The molecule is a 2,6-diaminopurine that is an analogue of abacavir in which the cyclopropylamino group at position 6 of the purine moiety is replaced by a 3-isopropoxyazetidin-1-yl group. One of a series of synthesised abacavir analogues with antiviral activity found to stimulate IFN-gamma secretion in abacavir-responsive clones. It has a role as an antiviral agent. It derives from an abacavir. CC(C)OC1CN(C1)C2=NC(=NC3=C2N=CN3[C@@H]4C[C@@H](C=C4)CO)N